3-bromo-5-((1-(4-(isobutyryloxy)phenyl)-4-methoxy-3-oxobutan-2-ylimino)methyl)phenyl nicotinate C(C1=CN=CC=C1)(=O)OC1=CC(=CC(=C1)C=NC(CC1=CC=C(C=C1)OC(C(C)C)=O)C(COC)=O)Br